ClC1=CC=C(C=C1)C=1SC(=CN1)C(=O)N[C@H](C(N[C@H](C(O)C=1SC=CN1)CCCC(F)(F)F)=O)CCC(C)O 2-(4-chlorophenyl)-N-((2S)-5-hydroxy-1-oxo-1-(((2S)-6,6,6-trifluoro-1-hydroxyl-(thiazol-2-yl)hexan-2-yl)amino)hexan-2-yl)thiazole-5-carboxamide